N-(biphenyl-4-yl)-N-(9,9-dimethyl-9H-fluoren-2-yl)-dibenzofuran-4-amine C1(=CC=C(C=C1)N(C1=CC=CC2=C1OC1=C2C=CC=C1)C1=CC=2C(C3=CC=CC=C3C2C=C1)(C)C)C1=CC=CC=C1